3,4-dimethyl-benzene-1,2-diamine CC1=C(C(=CC=C1C)N)N